CC1N(CCC(C1)N)C DIMETHYLPIPERIDIN-4-AMINE